Tetraethyl-pyrazin C(C)C1=C(N=C(C(=N1)CC)CC)CC